ClC=1C=CC(=C(C1)C=1N=C2N(CCN2C(C)=O)C1)F 1-(6-(5-Chloro-2-fluorophenyl)-2,3-dihydro-1H-imidazo[1,2-a]imidazol-1-yl)ethan-1-one